C[C@@H]1CN(C[C@H](N1)C)C(=O)OCC1C2=CC=CC=C2C=2C=CC=CC12 (9H-fluoren-9-yl)methyl (3R,5R)-3,5-dimethylpiperazine-1-carboxylate